C(CCCCCCCCCCCC=CCCCCCC)(=O)OCCCCCCCCCCCCCCCCCCCCCCCCCCCCCCCO 31-hydroxyhentriacontyl eicos-13-enoate